trans-dimethyl-1-methylcyclohexa-3,5-diene-1,2-dicarboxylate COC(=O)[C@]1([C@@H](C=CC=C1)C(=O)OC)C